ClC=1C2=C(N=CN1)C1=C(N2CC(F)(F)F)C=NC(=C1)CN1CC2CCC(C1)N2C(=O)OC(C)(C)C tert-butyl 3-((4-chloro-5-(2,2,2-trifluoroethyl)-5H-pyrido[4',3':4,5]pyrrolo[3,2-d]pyrimidin-8-yl)methyl)-3,8-diazabicyclo[3.2.1]octane-8-carboxylate